[2-[4-fluoro-2-(2-methyl-5-morpholin-4-ylpyrazol-3-yl)oxyphenyl]pyrimidin-5-yl]methanamine FC1=CC(=C(C=C1)C1=NC=C(C=N1)CN)OC=1N(N=C(C1)N1CCOCC1)C